4-(3,3-difluoropropyl)-2-(4-(methoxycarbonyl)phenyl)piperazin FC(CCN1CC(NCC1)C1=CC=C(C=C1)C(=O)OC)F